C1(=C(C(=CC=C1)OCCCCCCCCCCCO)OCCCCCCCCCCCO)OCCCCCCCCCCCO 11'-(benzene-1,2,3-triyltri(oxy))tris(undecan-1-ol)